4-chloro-1-(4-methoxybenzyl)-1H-imidazo[4,5-c]pyridine ClC1=NC=CC2=C1N=CN2CC2=CC=C(C=C2)OC